[Si](C)(C)(C(C)(C)C)OC=1C=CC2=C(C=C(O2)B(O)O)C1 5-(tert-butyldimethylsilyloxy)benzofuran-2-ylboronic acid